[Li+].[O-]P([O-])(=O)OP(=O)([O-])[O-].[Fe+3] Ferric pyrophosphate Lithium salt